2-(7-chloro-8-fluoro-3-(methoxymethoxy)naphthalen-1-yl)-4,4,5,5-tetramethyl-1,3,2-dioxaborolane ClC1=CC=C2C=C(C=C(C2=C1F)B1OC(C(O1)(C)C)(C)C)OCOC